C(C1=CC=CC=C1)SC=1C(=C(C=CC1)N1C[C@H](CCC1)N(C)C)C(F)(F)F (3S)-1-[3-(benzylsulfanyl)-2-(trifluoromethyl)phenyl]-N,N-dimethylpiperidin-3-amine